N-(4-(2,2-dimethyl-2H-chromen-8-yl)thiophen-2-yl)-4-fluorobenzamide CC1(OC2=C(C=CC=C2C=C1)C=1C=C(SC1)NC(C1=CC=C(C=C1)F)=O)C